C(C)(C)C1CCC(CC1)C 1-isopropyl-4-methylcyclohexane